N-[[4-[2-(2-amino-3-pyridyl)-5-phenyl-imidazo[4,5-b]pyridin-3-yl]phenyl]methyl]-4-fluoro-3-hydroxy-benzamide NC1=NC=CC=C1C1=NC=2C(=NC(=CC2)C2=CC=CC=C2)N1C1=CC=C(C=C1)CNC(C1=CC(=C(C=C1)F)O)=O